Methyl 5-acetylpyrazolo[1,5-a]pyridine-3-carboxylate C(C)(=O)C1=CC=2N(C=C1)N=CC2C(=O)OC